BrC(C1=CC=C(C(=C1C(=O)OC)F)OC(F)(F)F)Br methyl 6-(dibromomethyl)-2-fluoro-3-(trifluoromethoxy)benzoate